(1R)-6-Methoxy-2,3-dihydro-1H-inden-1-amine hydrochloride Cl.COC1=CC=C2CC[C@H](C2=C1)N